BrC1=NN(C(C1)C(=O)OCC)C1=NC=C(C=C1Cl)Br ethyl 3-bromo-1-(5-bromo-3-chloropyridin-2-yl)-4,5-dihydro-1H-pyrazole-5-carboxylate